NCC1=NNC(C2=CC=C(C=C12)C=1C=NC=C(C1)OC1=CC=C(C=C1)Cl)=O 4-(aminomethyl)-6-(5-(4-chlorophenoxy)-pyridin-3-yl)phthalazin-1(2H)-one